N[C@H](C(=O)NC1=C(C=2COCCCC2S1)C(C1=C(C=CC=C1F)F)=O)C (2S)-2-amino-N-[3-(2,6-difluorobenzoyl)-4,6,7,8-tetrahydrothieno[3,2-c]oxepin-2-yl]propionamide